O1C(NN=CC1)=O 3,6-DIHYDRO-2H-1,3,4-OXADIAZIN-2-ONE